((2R,6R)-4-(2-aminooxazolo[4,5-c]pyridin-7-yl)-6-methylmorpholin-2-yl)((S)-8-chloro-1-methyl-6-(trifluoromethyl)-3,4-dihydroisoquinolin-2(1H)-yl)methanone NC=1OC2=C(C=NC=C2N2C[C@@H](O[C@@H](C2)C)C(=O)N2[C@H](C3=C(C=C(C=C3CC2)C(F)(F)F)Cl)C)N1